3-(nonafluoro-tert-butyloxy)propylamine FC(C(C(F)(F)F)(C(F)(F)F)OCCCN)(F)F